ClC=1SC(=CN1)C 2-chloro-5-methyl-thiazole